2,3-Dihydro-1H-inden-2-yl 3-(10-(benzyloxy)-2-methyl-4-oxo-5,6-dihydro-2H-2,6-methanobenzo[g][1,3,5]oxadiazocin-3(4H)-yl)benzoat C(C1=CC=CC=C1)OC1=CC=CC=2C3NC(N(C(OC21)(C3)C)C=3C=C(C(=O)OC2CC1=CC=CC=C1C2)C=CC3)=O